3-(1-(2-hydroxy-2-methylpropyl)piperidin-4-yl)-4,7-dimethyl-3,4-dihydro-5H-pyrazolo[3,4-c]isoquinolin-5-one OC(CN1CCC(CC1)N1N=CC2=C1N(C(C=1C=C(C=CC21)C)=O)C)(C)C